COC(=O)C1C(CNCC1)C(F)(F)F methyl-3-(trifluoromethyl)piperidine-4-carboxylate